O[C@@H](CN1CCC(CC1)NC1=C2C=C(N(C2=CC=C1)CC(F)(F)F)C#CCNC1=C(C=C(C=C1)S(=O)(=O)N)OC)CO 4-({3-[4-({1-[(2S)-2,3-dihydroxypropyl]piperidin-4-yl}amino)-1-(2,2,2-trifluoroethyl)-1H-indol-2-yl]prop-2-yn-1-yl}amino)-3-methoxybenzene-1-sulfonamide